C(C)OC(=O)C1(C(CCC1)(F)F)NC(CC(=O)OC)=O 2,2-difluoro-1-(3-methoxy-3-oxopropionamido)cyclopentane-1-carboxylic acid ethyl ester